C(CCCCCCCCC)(=O)OCC(C(C(COC(CCCCCCCCC)=O)OC(CCCCCCCCC)=O)OCCCN(C)C)OC(CCCCCCCCC)=O 3-(3-(dimethylamino)propoxy)pentane-1,2,4,5-tetrayl tetrakis(decanoate)